C(C)(C)(C)OC(N[C@H](CC1=C(C=2N=C(N=C(C2S1)NCC=1OC=CC1)C#N)C)C)=O.FC(C(=O)O)(F)F 2,2,2-trifluoroacetic acid tert-Butyl-N-[(1S)-2-[2-cyano-4-(2-furylmethylamino)-7-methyl-thieno[3,2-d]pyrimidin-6-yl]-1-methyl-ethyl]carbamate